T-butoxy-20-oxo-icosanoic acid C(C)(C)(C)OC(C(=O)O)CCCCCCCCCCCCCCCCCC=O